C12(CC3CC(CC(C1)C3)C2)NCCCCCCCSC2=C3C(N(C(=NC3=CC=C2)C)[C@H]2C(NC(CC2)=O)=O)=O (3R)-3-(5-((7-(((1s,3s)-adamantan-1-yl)amino)heptyl)thio)-2-methyl-4-oxoquinazoline-3(4H)-yl)piperidine-2,6-dione